5-(5-chloro-3-pyridinyl)-2-(3,4-dichlorophenyl)-1-ethyl-6-methyl-4-oxo-pyridine-3-carboxylic acid ClC=1C=C(C=NC1)C=1C(C(=C(N(C1C)CC)C1=CC(=C(C=C1)Cl)Cl)C(=O)O)=O